ClC1=C(C(=NC2=CC(=C(C=C12)NC(C)=O)O[C@@H]1COCC1)CC)C#N (S)-N-(4-chloro-3-cyano-2-ethyl-7-((tetrahydrofuran-3-yl)oxy)quinolin-6-yl)acetamide